3-(1-Isopropyl-1H-pyrazol-4-yl)-N-((trans-4-(4-methoxy-3-methylphenyl)cyclohexyl)methyl)aniline C(C)(C)N1N=CC(=C1)C=1C=C(NC[C@@H]2CC[C@H](CC2)C2=CC(=C(C=C2)OC)C)C=CC1